OC(=O)C(F)(F)F.ClC=1C(=NC(=NC1)NC1CCNCC1)C=1C(=NNC1)C(=O)OC methyl 4-(5-chloro-2-(piperidin-4-ylamino)pyrimidin-4-yl)-1H-pyrazole-3-carboxylate TFA salt